Cl.NC=1C(N(C=CC1)C(F)F)=O 3-amino-1-(difluoromethyl)pyridin-2-one hydrochloride